Propyl p-hydroxybenzoate, sodium salt [Na].OC1=CC=C(C(=O)OCCC)C=C1